O1C(C=CC=C1)C(=O)C1OC=CC=C1 pyrylketone